9,10-bis(2-carboxycyclohexyl)carbonyloxyanthracene C(=O)(O)C1C(CCCC1)C(=O)OC=1C2=CC=CC=C2C(=C2C=CC=CC12)OC(=O)C1C(CCCC1)C(=O)O